benzyl 2-(3-hydroxypropyl)-4-[6-(methylcarbamoyl)imidazo[1,2-a]pyridin-2-yl]-3-oxo-piperazine-1-carboxylate OCCCC1N(CCN(C1=O)C=1N=C2N(C=C(C=C2)C(NC)=O)C1)C(=O)OCC1=CC=CC=C1